(S)-1-(((6-bromoquinolin-7-yl)methyl)amino)butan-2-ol BrC=1C=C2C=CC=NC2=CC1CNC[C@H](CC)O